O1CC(C1)NC=1N(C(C2=C(N1)C(=CN=C2)C2=CC=C(C=C2)C(F)(F)F)=O)C ((1,1-Thioxetan-3-yl)amino)-3-methyl-8-(4-(trifluoromethyl)phenyl)pyrido[4,3-d]pyrimidin-4(3H)-one